(2R,4R)-N-(2,4-dimethoxybenzyl)-2-methyltetrahydro-2H-pyran-4-amine COC1=C(CN[C@H]2C[C@H](OCC2)C)C=CC(=C1)OC